5-methyl-4-((2-thienylmethylene)amino)-4H-1,2,4-triazole-3-thiol CC=1N(C(=NN1)S)N=CC=1SC=CC1